C(C)N(C1=CC=C(C=C1)C1=CC=C(C=C1)OC(F)(F)F)CC=1N=NNC1C(=O)O 4-((ethyl-(4'-(trifluoromethoxy)-[1,1'-biphenyl]-4-yl)amino)methyl)-1H-1,2,3-triazole-5-carboxylic acid